NC1=C2C(=NC=N1)N(N=C2C#CC2=CC(=NC(=C2)OC)OC)C2CN(C2)C(C=C)=O 1-(3-(4-amino-3-((2,6-dimethoxypyridin-4-yl)ethynyl)-1H-pyrazolo[3,4-d]pyrimidin-1-yl)azetidin-1-yl)prop-2-en-1-one